N-(2,4-difluorophenyl)-2-(5-(trifluoromethyl)-1,2,4-oxadiazol-3-yl)-4,7-dihydrothieno[2,3-c]pyridine-6(5H)-carboxamide FC1=C(C=CC(=C1)F)NC(=O)N1CC2=C(CC1)C=C(S2)C2=NOC(=N2)C(F)(F)F